C(C)(C)(C)OC(=O)N1CC(C1)N1N=NC=2C=NC=3C(=C(C(=CC3C21)Cl)C2=CC=C(C1=C2N=C(S1)NC(=O)OC(C)(C)C)F)F 3-(7-(2-((tert-Butoxycarbonyl)amino)-7-fluorobenzo[d]thiazol-4-yl)-8-chloro-6-fluoro-1H-[1,2,3]triazolo[4,5-c]quinolin-1-yl)azetidine-1-carboxylic acid tert-butyl ester